ethyl-1-((1,3-dihydroxy-2-(hydroxymethyl)propane-2-ylamino)methyl)methane C(C)CCNC(CO)(CO)CO